C(CCCCCCC)OCCOC(C)O octyloxyethoxyethanol